FC(C(=O)O)(F)F.F[C@@H]1C[C@H](NC1)C(CC(=O)OCC)=O ethyl 3-((2S,4R)-4-fluoropyrrolidin-2-yl)-3-oxopropanoate trifluoroacetate